(S)-4-amino-N-(6-(3,6-dihydro-2H-pyran-4-yl)-2,3-dihydrobenzofuran-3-yl)-N,1-dimethyl-1H-pyrazolo[4,3-c]quinoline-8-carboxamide NC1=NC=2C=CC(=CC2C2=C1C=NN2C)C(=O)N(C)[C@@H]2COC1=C2C=CC(=C1)C=1CCOCC1